O=C1C2(CCN(C2)C(=O)C=2C=C(C=CC2)NC(CCCCCCCNC(OC(C)(C)C)=O)=O)CCC(N1)=O tert-Butyl (8-((3-(6,8-dioxo-2,7-diazaspiro[4.5]decane-2-carbonyl)phenyl)amino)-8-oxooctyl)carbamate